phenyl[1,1'-biphenyl]-4,4'-diamine C1(=CC=CC=C1)C1=C(C=CC(=C1)N)C1=CC=C(C=C1)N